6-(cyclopropanecarboxamido)-4-((3-methoxy-4-(5-methyl-1,2,4-oxadiazol-3-yl)pyridin-2-yl)amino)-N-methylpyridazine-3-carboxamide C1(CC1)C(=O)NC1=CC(=C(N=N1)C(=O)NC)NC1=NC=CC(=C1OC)C1=NOC(=N1)C